OCCCCCNCCCCCCCCCC(=O)N(CCCCCCCC)CCCCCCCC 10-((5-hydroxypentyl)amino)-N,N-dioctyldecanamide